(R)-6-bromo-4-((1-(3-nitro-5-trifluoromethylphenyl)ethyl)amino)quinazolin-2-ol BrC=1C=C2C(=NC(=NC2=CC1)O)N[C@H](C)C1=CC(=CC(=C1)C(F)(F)F)[N+](=O)[O-]